CC1(C(C(=CC2(CN(CCO2)C(=O)C2=NC(=CN=C2)OCC(F)(F)F)C1)C#N)=O)C 10,10-dimethyl-9-oxo-4-[6-(2,2,2-trifluoroethoxy)pyrazine-2-carbonyl]-1-oxa-4-azaspiro[5.5]undec-7-ene-8-carbonitrile